C[C@H]1[C@H]2C=C([C@H]3[C@]2(C=C1C)[C@@]4(CO4)C(=O)OC3)C(=O)O The molecule is a sesquiterpene lactone that is isolated from several Streptomyces species and exhibits antibiotic activity. It has a role as an antimicrobial agent, an EC 1.2.1.12 [glyceraldehyde-3-phosphate dehydrogenase (phosphorylating)] inhibitor and a bacterial metabolite. It is a sesquiterpene lactone, an alpha,beta-unsaturated monocarboxylic acid, a spiro-epoxide and an organic heterotricyclic compound. It is a conjugate acid of a pentalenolactone(1-).